Cl.FC1=CC(=CC2=C1N=C(S2)OC2CCNCC2)C2=CC1=CN(N=C1C(=C2)F)C 4-fluoro-6-(7-fluoro-2-methyl-2H-indazol-5-yl)-2-[(piperidin-4-yl)oxy]-1,3-benzothiazole hydrochloride